(S)-N-(1-(6-(2-cyano-6-(difluoromethyl)phenyl)-1-neopentyl-1H-indol-3-yl)-2,2-difluoroethyl)cyclopropanesulfonamide C(#N)C1=C(C(=CC=C1)C(F)F)C1=CC=C2C(=CN(C2=C1)CC(C)(C)C)[C@@H](C(F)F)NS(=O)(=O)C1CC1